C(C)(=O)ONC1=CC=CC=C1 4-acetoxyaminobenzene